FC(OC1=C(C=CC=C1)C1=NN2C(=NC=3C=CC=CC3C2=N1)N[C@@H](C(=O)N)CC)(F)F (2R)-2-({2-[2-(trifluoromethoxy)phenyl][1,2,4]triazolo[1,5-c]quinazolin-5-yl}amino)butanamide